1,1,2,2,3,3,4,4,4-nonafluorobutane-1-sulfonic anhydride FC(C(C(C(F)(F)F)(F)F)(F)F)(S(=O)(=O)OS(=O)(=O)C(C(C(C(F)(F)F)(F)F)(F)F)(F)F)F